N1=C(C=CC=C1)C(=O)C1=NC=CC=C1.N1=C(C=CC=C1)C(=O)C1=NC=CC=C1.[Ni+2] Nickel(II) bis(di-2-pyridinylmethanone)